N-(4-fluoro-2-hydroxy-5-(3-(4-((4-(trifluoromethyl)phenoxy)methyl)phenyl)ureido)phenyl)methanesulfonamide FC1=CC(=C(C=C1NC(=O)NC1=CC=C(C=C1)COC1=CC=C(C=C1)C(F)(F)F)NS(=O)(=O)C)O